C(CCC)C1=C(C(C(C(=O)O)(C=C1)O)CC)O p-butyl-ethyl-1,3-dihydroxybenzoic acid